C(C)(C)(C)OC(CCCOC1=CC(=C(C=C1)NC(C(=O)O)C)OC)=O ((4-(4-(tert-butoxy)-4-oxobutoxy)-2-methoxyphenyl)amino)propanoic acid